(3-(3-methyl-1-(tetrahydro-2H-pyran-2-yl)-1H-pyrazol-5-yl)-5-((R)-3-methylmorpholino)isothiazolo[4,5-b]pyridin-7-yl)cyclohexane-1-carbonitrile CC1=NN(C(=C1)C1=NSC=2C1=NC(=CC2C2(CCCCC2)C#N)N2[C@@H](COCC2)C)C2OCCCC2